NC=1C=CC(=NC1OC([2H])([2H])[2H])C(=O)NS(=O)(=O)C1CC1 5-amino-N-(cyclopropylsulfonyl)-6-(methoxy-d3)pyridine-2-carboxamide